rel-t-butyl (1r,6s)-5-[2-fluoro-6-(methylcarbamoyl) pyridin-3-yl]-2,5-diazabicyclo[4.1.0]heptane-2-carboxylate FC1=NC(=CC=C1N1CCN([C@@H]2C[C@H]12)C(=O)OC(C)(C)C)C(NC)=O |o1:11,13|